BrC1=C(C=CC(=C1)Cl)C1=NN(C(=C1)C(F)(F)F)C1OCCCC1 3-(2-BROMO-4-CHLOROPHENYL)-1-(OXAN-2-YL)-5-(TRIFLUOROMETHYL)PYRAZOLE